4-(4-(3,8-diazabicyclo[3.2.1]octan-3-yl)-2-((8,9-dihydro-5H-pyrido[2,3-a]-pyrrolizin-9a(7H)-yl)methoxy)-8-fluoropyrido[4,3-d]pyrimidin-7-yl)-5-ethynylnaphthalen-2-ol C12CN(CC(CC1)N2)C=2C1=C(N=C(N2)OCC23CCCN3CC3=C2N=CC=C3)C(=C(N=C1)C1=CC(=CC3=CC=CC(=C13)C#C)O)F